NC=1C=C2C(=CC=N2)N1 aminopyrrolopyrrole